1-isopropyl-3,6-dimethyl-1,4-dihydro-5H-pyrazolo[4,3-b]pyridin-5-one C(C)(C)N1N=C(C=2NC(C(=CC21)C)=O)C